C(C)(C)(C)OC(=O)NCCCCOCCN(C(OCC1C2=CC=CC=C2C=2C=CC=CC12)=O)CC1=CC(=C(C=C1)C1=CC=CC=C1)Cl (9H-fluoren-9-yl)methyl (2-(4-((tert-butoxycarbonyl)amino)butoxy)ethyl)((2-chloro-[1,1'-biphenyl]-4-yl)methyl)carbamate